methyl 2-(3-cyanophenyl)-6-(5,6-dimethoxybenzimidazol-1-yl)pyridine-3-carboxylate C(#N)C=1C=C(C=CC1)C1=NC(=CC=C1C(=O)OC)N1C=NC2=C1C=C(C(=C2)OC)OC